C1(CC1)CS(=O)(=O)C1=CC=C(C=C1)C(C(=O)OC)CO methyl 2-(4-((cyclopropylmethyl) sulfonyl) phenyl)-3-hydroxypropionate